5-(3-(benzyloxy)cyclobutoxy)-1,3,4-thiadiazol-2-amine C(C1=CC=CC=C1)OC1CC(C1)OC1=NN=C(S1)N